C1(CC1)CON=CC1=NC(=NC=2C=CC=C(C12)O)C(F)(F)F 4-(cyclopropylmethoxyiminomethyl)-2-(trifluoromethyl)quinazolin-5-ol